P(=O)(=O)C1(C(C=CC=C1)N)N o-phosphophenylenediamine